methyl (S)-(1-(4-fluoro-3-(trifluoromethyl)phenyl)cyclopropyl)(pyrrolidin-2-ylmethyl)carbamate FC1=C(C=C(C=C1)C1(CC1)N(C(OC)=O)C[C@H]1NCCC1)C(F)(F)F